[N+](=O)([O-])C1=C(C=CC(=C1)C(F)(F)F)N1CCN(CC1)C(=O)C1=NN(C(C2=CC=CC=C12)=O)CCC 4-[[4-[2-nitro-4-(trifluoromethyl)phenyl]-1-piperazinyl]carbonyl]-2-propyl-1(2H)-phthalazinone